FC(C)(F)C1=NC(=CC(=N1)NC1=CC(=NC=C1C1=NC=C(N=C1)NC)NC(C)=O)CC N-(4-((2-(1,1-difluoroethyl)-6-ethylpyrimidin-4-yl)amino)-5-(5-(methylamino)pyrazin-2-yl)pyridin-2-yl)acetamide